(bis(2,6-dimethoxyphenyl)phosphino)-3,4,5-trimethoxybenzamide COC1=C(C(=CC=C1)OC)P(C1=C(C=CC=C1OC)OC)C1=C(C(=O)N)C=C(C(=C1OC)OC)OC